FC=1C(=NC(=NC1)NC1=NC(=C(C(=O)N2CC3CCC(CC2)N3C(=O)OCC3=CC=CC=C3)C=C1)C)C=1C=C(C3=C(N(C(=N3)C)C(C)C)C1)F benzyl 3-(6-((5-fluoro-4-(4-fluoro-1-isopropyl-2-methyl-1H-benzo[d]imidazol-6-yl) pyrimidin-2-yl) amino)-2-methylnicotinoyl)-3,9-diazabicyclo[4.2.1]nonane-9-carboxylate